propane-1-sulfonic acid [3-(5-cyano-1H-pyrrolo[2,3-b]pyridine-3-carbonyl)-2,4-difluoro-phenyl]-amide C(#N)C=1C=C2C(=NC1)NC=C2C(=O)C=2C(=C(C=CC2F)NS(=O)(=O)CCC)F